COC1=C(C=CC=C1)C1=CC=C2CCCC(C2=C1)NC(O[C@@H]1CN2CCC1CC2)=O (S)-quinuclidin-3-yl (7-(2-methoxyphenyl)-1,2,3,4-tetrahydronaphthalen-1-yl)carbamate